BrC1=NN(C(=C1C(=O)N)NC1=NC=CN=C1)COCC[Si](C)(C)C 3-bromo-5-[(pyrazin-2-yl)amino]-1-{[2-(trimethylsilyl)ethoxy]methyl}-1H-pyrazole-4-carboxamide